F[C@@H]1[C@H]2CC[C@@H](C[C@@H]1N(C=1N=CC(=NC1)C1=C(C=C(C=C1)C1=C3C=NN(C3=CC=C1)C)O)C)N2 2-(5-{[(1R,2R,3S,5S)-2-fluoro-8-azabicyclo[3.2.1]octan-3-yl](methyl)amino}pyrazin-2-yl)-5-(1-methyl-1H-indazol-4-yl)phenol